6-chloro-1-methyl-4-(4-(5-methylbenzo[d]oxazol-2-yl)piperidin-1-yl)pyrido[3,2-d]pyrimidin-2(1H)-one ClC=1C=CC=2N(C(N=C(C2N1)N1CCC(CC1)C=1OC2=C(N1)C=C(C=C2)C)=O)C